3β,6α,7β,12α-tetrahydroxy-5β-cholan-24-oic acid O[C@@H]1C[C@H]2[C@H]([C@@H]([C@H]3[C@@H]4CC[C@H]([C@@H](CCC(=O)O)C)[C@]4([C@H](C[C@@H]3[C@]2(CC1)C)O)C)O)O